1,1'-bis(di-iso-propyl-phosphino)ferrocene tert-butyl-(1S,2S,5R)-2-[(1S)-1-hydroxyethyl]-3,8-diazabicyclo[3.2.1]octane-8-carboxylate C(C)(C)(C)OC(=O)N1[C@@H]2[C@H](NC[C@H]1CC2)[C@H](C)O.C(C)(C)P([C-]2C=CC=C2)C(C)C.[C-]2(C=CC=C2)P(C(C)C)C(C)C.[Fe+2]